CC1=C(C=NO1)C=1C=CC=2N(N1)C(=CN2)C2=CC=CC(=N2)NC2CNCC2 6-(6-(5-methylisoxazol-4-yl)imidazo[1,2-b]pyridazin-3-yl)-N-(pyrrolidin-3-yl)pyridin-2-amine